2-(2,6-dioxopiperidin-3-yl)-5-(3-((1-(4-(1-(4-hydroxyphenyl)-2-phenylbut-1-en-1-yl)phenyl)piperidin-4-yl)methyl)-3,8-diazabicyclo[3.2.1]octan-8-yl)isoindoline-1,3-dione O=C1NC(CCC1N1C(C2=CC=C(C=C2C1=O)N1C2CN(CC1CC2)CC2CCN(CC2)C2=CC=C(C=C2)C(=C(CC)C2=CC=CC=C2)C2=CC=C(C=C2)O)=O)=O